CC=1CC=C(C(C)C)CC1 γ-Terpinene